C1(CC1)N1CCC1 cyclopropylazetidine